2-{6-[trans-3-(5-amino-7-methoxy[1,2,4]triazolo[1,5-c]quinazolin-2-yl)cyclobutyl]pyridin-3-yl}propan-2-ol NC1=NC=2C(=CC=CC2C=2N1N=C(N2)[C@@H]2C[C@H](C2)C2=CC=C(C=N2)C(C)(C)O)OC